4-chloro-7-fluorofuro[3,2-c]pyridine ClC1=NC=C(C2=C1C=CO2)F